cis-8-dimethylamino-8-phenyl-3-[5-(trifluoromethyl)-pyridin-2-yl]-1,3-diazaspiro[4.5]decan-2-one CN(C1(CCC2(CN(C(N2)=O)C2=NC=C(C=C2)C(F)(F)F)CC1)C1=CC=CC=C1)C